ClC1=C(C(=CC=C1)F)C1COCCN1C=1N=CC(=NC1)C(=O)N[C@H](C)\C=C\S(=O)(=O)C 5-(3-(2-chloro-6-fluorophenyl)morpholino)-N-((R,E)-4-(methylsulfonyl)but-3-en-2-yl)pyrazine-2-carboxamide